C(#N)C=1C=C(C=NC1)C1=C(C=C(C=C1)NC(C(C)(C)C=1N=C(SC1)NS(=O)(=O)C1CC1)=O)OCC N-(4-(5-cyanopyridin-3-yl)-3-ethoxyphenyl)-2-(2-(cyclopropanesulfonamido)thiazol-4-yl)-2-methylpropanamide